tert-butyl-imidazo[1,2-b]pyridazin C(C)(C)(C)C=1N=C2N(N=CC=C2)C1